ClC=1C=NN2C1N=C(C(=C2)O)C(F)F 3-chloro-5-(difluoromethyl)pyrazolo[1,5-a]pyrimidin-6-ol